C(C)(C)(C)OC(=O)N(C1CCN(CC1)C=1C2=CN(N=C2C(=C(C1)F)C(=O)OC)C)CC methyl 4-{4-[(tert-butoxycarbonyl)(ethyl)amino]piperidin-1-yl}-6-fluoro-2-methylindazole-7-carboxylate